(2-methylsulfanyl-5,6-dihydrobenzo[h]quinazolin-4-yl) trifluoromethanesulfonate FC(S(=O)(=O)OC1=NC(=NC=2C3=C(CCC12)C=CC=C3)SC)(F)F